C1CC12CNC[C@H]2NC([O-])=O (S)-(5-azaspiro[2.4]heptane-7-yl)carbamate